Ethyl 2-[4-(2-bromoacetyl)-4-methyl-chroman-8-yl]oxyacetate BrCC(=O)C1(CCOC2=C(C=CC=C12)OCC(=O)OCC)C